tert-butyl 2-((1S,2R)-2-fluoro-1'-oxo-6'-(1-fluorocyclopropyl)-1'H-spiro[cyclopropane-1,4'-isoquinolin]-2'(3'H)-yl)acetate F[C@@H]1C[C@]12CN(C(C1=CC=C(C=C21)C2(CC2)F)=O)CC(=O)OC(C)(C)C